N-{[4-(2-{5-[(1R,4R,7R)-7-amino-2-azabicyclo[2.2.1]heptane-2-carbonyl]-7-methoxy-1-methyl-1H-1,3-benzodiazol-2-yl}-1-(cyclopropylmethyl)-1H-indol-6-yl)phenyl]methyl}acetamide N[C@H]1[C@@H]2N(C[C@H]1CC2)C(=O)C2=CC1=C(N(C(=N1)C=1N(C3=CC(=CC=C3C1)C1=CC=C(C=C1)CNC(C)=O)CC1CC1)C)C(=C2)OC